(5S,8R)-N-(2-chloro-4-fluorobenzyl)-8-hydroxy-5,6,7,8-tetrahydroquinoline-5-carboxamide ClC1=C(CNC(=O)[C@@H]2C=3C=CC=NC3[C@@H](CC2)O)C=CC(=C1)F